FC1(C(C1)OC=1C=C(C=CC1)NC(OC1=CC=CC=C1)=O)F phenyl (3-(2,2-difluorocyclopropoxy)phenyl)carbamate